9-bromo-benzoxazolo[3,2-a]quinazolin-5-one BrC1=CC2=C(C=C1)N1C(=NC(C=3C=CC=CC13)=O)O2